FC(C1=CC=C(C=C1)NC=1C(=CC=CC1)N)(F)F N1-(4-(trifluoromethyl)phenyl)benzene-1,2-diamine